2-((4-(3-((4-Chloro-2-fluorobenzyl)oxy)pyridazin-4-yl)piperidin-1-yl)methyl)-4-(difluoromethoxy)-1-methyl-1H-benzo[d]imidazole-6-carboxylic acid ClC1=CC(=C(COC=2N=NC=CC2C2CCN(CC2)CC2=NC3=C(N2C)C=C(C=C3OC(F)F)C(=O)O)C=C1)F